methyl-N-(m-tolyl)-[1,2,4]triazolo[4,3-a]quinazolin-5-amine CC1=NN=C2N1C1=CC=CC=C1C(=N2)NC=2C=C(C=CC2)C